3-((chlorotriphenyl-λ5-phosphanyl)methyl)-5-methylisoxazole ClP(C1=CC=CC=C1)(C1=CC=CC=C1)(C1=CC=CC=C1)CC1=NOC(=C1)C